C(C)(C)(C)OC(=O)N1[C@H](CN([C@@H](C1)C)C(C1=CC=C(C=C1)F)P(=O)(C)C)C (2s,5r)-4-((dimethylphosphoryl)(4-fluorophenyl)methyl)-2,5-dimethylpiperazine-1-carboxylic acid tert-butyl ester